C1(=CC(=CC=C1)NC(=O)N[C@@H](CCSC)C(=O)O)C N-(m-tolylaminocarbonyl)methionine